Thiodiethylen-bis-[3-(3,5-di-tert-butyl-4-hydroxyphenyl)propionat] S(CCC(C(=O)[O-])CC1=CC(=C(C(=C1)C(C)(C)C)O)C(C)(C)C)CCC(C(=O)[O-])CC1=CC(=C(C(=C1)C(C)(C)C)O)C(C)(C)C